3-(((6-Chloro-2-(trifluoromethyl)quinolin-4-yl)amino)methyl)-3-(3-fluorophenyl)azetidine-1-sulfonamide ClC=1C=C2C(=CC(=NC2=CC1)C(F)(F)F)NCC1(CN(C1)S(=O)(=O)N)C1=CC(=CC=C1)F